C(O)C(C(=O)OCCC)=C propyl α-methylolacrylate